6-(4-(3-((S)-2-aminopropoxy)-2-oxopyrrolidin-1-yl)piperidin-1-yl)nicotinonitrile hydrochloride Cl.N[C@H](COC1C(N(CC1)C1CCN(CC1)C1=NC=C(C#N)C=C1)=O)C